ClC1=C(C#N)C=CC(=C1)N1CC2(C[C@@H]1C)CCN(CC2)C2=NC=C(C=C2)CN2CCC(CC2)C2CCN(CC2)C=2C=C1C(N(C(C1=CC2)=O)C2C(NC(CC2)=O)=O)=O 2-chloro-4-((3S)-8-(5-((1'-(2-(2,6-dioxopiperidin-3-yl)-1,3-dioxoisoindolin-5-yl)-[4,4'-bipiperidin]-1-yl)methyl)pyridin-2-yl)-3-methyl-2,8-diazaspiro[4.5]decan-2-yl)benzonitrile